Cl.C1CC1 cyclopropane hydrochloride